2-{[(1S)-1-{4-[1-acetyl-4-(4-acryloylpiperazin-1-yl)piperidin-4-yl]Phenyl}ethyl]Amino}-8-(prop-2-yl)pyrido[2,3-d]Pyrimidine-7(8H)-one C(C)(=O)N1CCC(CC1)(N1CCN(CC1)C(C=C)=O)C1=CC=C(C=C1)[C@H](C)NC=1N=CC2=C(N1)N(C(C=C2)=O)C(C)C